N-(4-amino-6-hydroxypyrimidin-5-yl)-5-iodo-2-methoxybenzamide NC1=NC=NC(=C1NC(C1=C(C=CC(=C1)I)OC)=O)O